C(C=C)(=O)N1CCN(CC1)C1=NC(=NC2=C(C(=C(C=C12)Cl)C1=CC=C(C2=C1N=C(S2)N)F)F)NCCC(=O)N(C)C 3-((4-(4-Acryloylpiperazin-1-yl)-7-(2-Amino-7-Fluorobenzo[d]Thiazol-4-yl)-6-Chloro-8-Fluoroquinazolin-2-yl)Amino)-N,N-Dimethylpropanamide